C(C)(=O)OC[C@H](CF)OC1=C(C=C(C(=C1)F)Cl)C(CC)=O (R)-2-(4-chloro-5-fluoro-2-propionylphenoxy)-3-fluoropropyl acetate